O[C@@H]1CC2=C3CCC4=CC(CC[C@@H]4[C@]3(CC[C@@]2(C1)C)C)=O (9R,10S,13R,16S)-16-hydroxy-9,13-dimethyl-1,2,6,7,9,10,11,12,13,15,16,17-dodecahydro-3H-cyclopenta[a]phenanthren-3-one